vinylaminotetrazole C(=C)NC1=NN=NN1